1-(8-bromochroman-6-yl)pentan-1-one BrC=1C=C(C=C2CCCOC12)C(CCCC)=O